tert-Butyl 2-(3-acetyl-7-allyl-5-(2-methylpyrimidin-5-yl)-1H-indazol-1-yl)acetate C(C)(=O)C1=NN(C2=C(C=C(C=C12)C=1C=NC(=NC1)C)CC=C)CC(=O)OC(C)(C)C